C(OC)(=O)Br methyl bromocarbonate